O=C(OCC1=CC=CC=C1)NCCCCC(NC(N[C@@H](CCC(=O)OC(C)(C)C)C(=O)OC(C)(C)C)=O)C(=O)OC(C)(C)C tri-tert-butyl (13S)-3,11-dioxo-1-phenyl-2-oxa-4,10,12-triazapentadecane-9,13,15-tricarboxylate